CCCCCCCCCCCC(C(CCCCCCCCCCCCCCC)O)O octacosane-12,13-diol